[3-[3-(2,3-dichlorophenyl)-1H-pyrazolo[3,4-b]pyrazin-6-yl]-7-(pyridin-3-yl)-3-azabicyclo[4.1.0]heptan-7-yl]methanamine ClC1=C(C=CC=C1Cl)C1=NNC2=NC(=CN=C21)N2CC1C(C1CC2)(C=2C=NC=CC2)CN